NC1=C(C=C(C(=C1)OC)Br)C(CCl)=O 1-(2-amino-5-bromo-4-methoxyphenyl)-2-chloroethan-1-one